methyl (S)-2-(1-(3-fluoropropyl)-4-methylpiperidine-4-carboxamido)-9-(5,6,7,8-tetrahydro-1,8-naphthyridin-2-yl)nonanoat FCCCN1CCC(CC1)(C(=O)N[C@H](C(=O)OC)CCCCCCCC1=NC=2NCCCC2C=C1)C